(1S,3S)-methyl-3-((4-cyano-2-(3-formylthiophen-2-yl)pyrimidin-5-yl)oxy)cyclohexanecarboxylate COC(=O)[C@@H]1C[C@H](CCC1)OC=1C(=NC(=NC1)C=1SC=CC1C=O)C#N